2-hydroxy-8-isopropyl-6,7-dimethoxy-1,1-dimethyl-1,2-dihydro-10H-dibenzo[a,d][7]annulen-10-one OC1C(C=2C(=CC3=C(C(C2)=O)C=C(C(=C3OC)OC)C(C)C)C=C1)(C)C